C(C)(C)(C)OC(=O)N1C(C2(C3=CC=CC=C13)OCCC2)(P(=O)(C2=CC=CC=C2)C2=CC=CC=C2)OCC2=CC=CC=C2 (benzyloxy)-2'-(diphenylphosphoryl)-4,5-dihydro-3H-spiro[furan-2,3'-indoline]-1'-carboxylic acid tert-butyl ester